C(N)(O[C@@H]1C[C@@H](CC1)C1=CC(=NN1)NC(CC1=CC(=NC=C1)OC)=O)=O (1S,3R)-3-(3-{[(2-methoxypyridin-4-yl)acetyl]amino}-1H-pyrazol-5-yl)cyclopentyl carbamate